N(N)C1=CC=C(C(=N1)C)S(=O)(=O)C 6-hydrazino-2-methyl-3-(methylsulfonyl)pyridine